O1CCN(CC1)C1CCN(CC1)C1=CC(=C(N)C=C1)[N+](=O)[O-] 4-(4-morpholinopiperidin-1-yl)-2-nitroaniline